C1(CC1)C(C)N1C(C2=C(C=C(C=C2C1)C1=C(N=C(S1)NC(C)=O)C)S(=O)(=N)C)=O N-(5-(2-(1-cyclopropylethyl)-7-(S-methylsulfonimidoyl)-1-oxoisoindolin-5-yl)-4-methylthiazol-2-yl)acetamide